(S)-tert-butyl (1-(4-(4-amino-1-(difluoromethyl)-1H-pyrazol-5-yl)pyridin-2-yl)but-3-en-1-yl)carbamate NC=1C=NN(C1C1=CC(=NC=C1)[C@H](CC=C)NC(OC(C)(C)C)=O)C(F)F